BrC=1C=C(C=C(C1)B1OC(C(O1)(C)C)(C)C)C[C@@H](C(=O)OC)NC(=O)OC(C)(C)C methyl (S)-3-(3-bromo-5-(4,4,5,5-tetramethyl-1,3,2-dioxaborolan-2-yl)phenyl)-2-((tert-butoxycarbonyl)amino)propanoate